N1C=NC2=C1C=C(C=C2)N2C(OC[C@@H]2C2=CC(=CC(=C2)C(F)(F)F)F)=O (S)-3-(1H-benzo[d]imidazol-6-yl)-4-(3-fluoro-5-(trifluoromethyl)phenyl)oxazolidin-2-one